Diisobutyl 2,3-dicyclohexyl-2-methylsuccinate C1(CCCCC1)C(C(=O)OCC(C)C)(C(C(=O)OCC(C)C)C1CCCCC1)C